[Cu].[Ti].[Mg] magnesium-titanium-copper